C(C)(=O)C(C(=O)OCCCC)C(O)(C(=O)OCCCC)CC(=O)OCCCC tri(n-butyl) acetylcitrate